5-(imidazo[1,2-a]pyrimidin-6-yl)-N-(2-oxaspiro[3.3]heptan-6-yl)pyrrolo[2,1-f][1,2,4]triazin-2-amine N=1C=CN2C1N=CC(=C2)C=2C=CN1N=C(N=CC12)NC1CC2(COC2)C1